FC1=CC=C(C(=C1[C@@H]([C@@H](C=1OC(NN1)=O)NS(=O)(=O)N1CCC2(OCCCO2)CC1)C)C)C N-((1S,2S)-2-(6-fluoro-2,3-dimethylphenyl)-1-(5-oxo-4,5-dihydro-1,3,4-oxadiazol-2-yl)propyl)-1,5-dioxa-9-azaspiro[5.5]undecane-9-sulfonamide